C(C1=CC=CC=C1)N(CCCCCNC(OC(C)(C)C)=O)CCC tert-butyl (5-(benzyl(propyl)amino)pentyl)carbamate